N1,N1-dimethyl-N4-(2-(2-methylpiperidin-1-yl)phenyl)benzene-1,4-disulfonamide CN(S(=O)(=O)C1=CC=C(C=C1)S(=O)(=O)NC1=C(C=CC=C1)N1C(CCCC1)C)C